2-[3-Cyclopropyl-5-(trifluoromethyl)pyrazol-1-yl]-1-[(2R,3R)-2-(2-chloro-3-methyl-phenyl)-3-[(3S)-3-hydroxypyrrolidin-1-yl]pyrrolidin-1-yl]ethanone C1(CC1)C1=NN(C(=C1)C(F)(F)F)CC(=O)N1[C@@H]([C@@H](CC1)N1C[C@H](CC1)O)C1=C(C(=CC=C1)C)Cl